8-cyclopentyl-6-hydroxymethyl-2-[5-(2-methoxy-ethoxy)-pyridin-2-ylamino]-8H-pyrido[2,3-d]Pyrimidin-7-one C1(CCCC1)N1C(C(=CC2=C1N=C(N=C2)NC2=NC=C(C=C2)OCCOC)CO)=O